C(N)(=O)C=1C=CC(=NC1)NC1=NN2C(C=C(C=C2)C2=C(C=NC(=C2)C)OC2C[C@H]3COC[C@@H](C2)N3C(=O)OC(C)(C)C)=C1 tert-butyl (1R,5S,7s)-7-((4-(2-((5-carbamoylpyridin-2-yl)amino)pyrazolo[1,5-a]pyridin-5-yl)-6-methylpyridin-3-yl)oxy)-3-oxa-9-azabicyclo[3.3.1]nonane-9-carboxylate